Br.C(CC(O)(C(=O)O)CC(=O)O)(=O)O.O=C(O)CN(C)C(N)=N creatine citrate hydrobromide